4-hydroxydinaphtho[2,1-d:1',2'-f][1,3,2]dioxaphosphepin 4-oxide OP1(OC2=C(C3=C(O1)C=CC=1C=CC=CC13)C1=CC=CC=C1C=C2)=O